8-(2,6-difluorophenyl)-5,11-dimethyl-13-[4-methyl-3-(trifluoromethyl)piperazin-1-yl]-3,4,7,9,12-pentazatricyclo[8.4.0.02,6]tetradeca-1(10),2(6),4,7,11,13-hexaene FC1=C(C(=CC=C1)F)C1=NC=2C(=NNC2C=2C=C(N=C(C2N1)C)N1CC(N(CC1)C)C(F)(F)F)C